CC1=C(C=CC(=C1)C)N1N(C2=CC=CC=C2C1=O)C 2-(2,4-dimethylphenyl)-1-methyl-1H-indazol-3(2H)-one